Cl.FC1=C2C=C(N=NC2=CC(=C1)C1=CC2=CN(N=C2C(=C1)C#N)C)C1CCNCC1 5-[5-Fluoro-3-(piperidin-4-yl)cinnolin-7-yl]-2-methyl-2H-indazole-7-carbonitrile hydrochloride